(S)-6-bromo-2-(1-cyclopropylethyl)-N-methyl-3-oxoisoindoline-4-carboxamide BrC=1C=C(C=2C(N(CC2C1)[C@@H](C)C1CC1)=O)C(=O)NC